3-amino-1-ethyl-N-methyl-1H-pyrazole-5-carboxamide hydrochloride Cl.NC1=NN(C(=C1)C(=O)NC)CC